(S)-5-(3-((R or S)-1-aminoethyl)-6-(2-hydroxy-6-methyl-4-(trifluoromethyl)phenyl)-2H-pyrazolo[3,4-b]pyridin-2-yl)-1-methylpiperidin-2-one N[C@H](C)C=1N(N=C2N=C(C=CC21)C2=C(C=C(C=C2C)C(F)(F)F)O)[C@H]2CCC(N(C2)C)=O |o1:1|